[C@H]12CN(C[C@H](CC1)N2)[C@H]2C(NC(CC2)=O)=O |&1:8| racemic-3-((1R,5S)-3,8-diazabicyclo[3.2.1]oct-3-yl)piperidin-2,6-dione